COC1=CC=C(C=N1)NC1CCN(CC1)C1=CC=C(C=N1)C=1C=2N(C=C(N1)C=1C=NN(C1)C1CCC(CC1)=O)N=CC2C#N 4-[6-[4-[(6-methoxy-3-pyridyl)amino]-1-piperidyl]-3-pyridyl]-6-[1-(4-oxocyclohexyl)pyrazol-4-yl]pyrazolo[1,5-a]pyrazine-3-carbonitrile